ClC=1C=CC(=C(C1)C1=CC(N(C=C1OC)C(C(=O)OC(C)(C)C)CCC)=O)N1N=NC(=C1)C(F)F tert-Butyl 2-[4-{5-chloro-2-[4-(difluoromethyl)-1H-1,2,3-triazol-1-yl]phenyl}-5-methoxy-2-oxopyridin-1(2H)-yl]pentanoate